p-tolyl 5,5-dimethyl-8-(4-morpholinopiperidin-1-yl)-1,3,4,5-tetrahydro-2H-benzo[c]azepine-2-carboxylate CC1(C2=C(CN(CC1)C(=O)OC1=CC=C(C=C1)C)C=C(C=C2)N2CCC(CC2)N2CCOCC2)C